BENZOXAZINE-4-ONE O1N=CC(C2=C1C=CC=C2)=O